N[C@@H](CO[C@H]1[C@H](N(CC1)C(CN1N=C(C(=C1C(F)(F)F)Cl)C1(CC1)C)=O)C1=C(C(=CC(=C1)F)C)Cl)C 1-[(2R,3R)-3-[(2R)-2-Aminopropoxy]-2-(2-chloro-5-fluoro-3-methyl-phenyl)pyrrolidin-1-yl]-2-[4-chloro-3-(1-methylcyclopropyl)-5-(trifluoromethyl)pyrazol-1-yl]ethanone